(S)-methyl 2-((S)-2-amino-4,4-dimethylpentanamido)-3-((S)-2-oxopiperidin-3-yl)propanoate N[C@H](C(=O)N[C@H](C(=O)OC)C[C@H]1C(NCCC1)=O)CC(C)(C)C